ClC1=C(SC(=C1Cl)Cl)C(=O)NC1(CC1)C(=O)OCC ethyl 1-{[(3,4,5-trichloro-2-thienyl)carbonyl]amino}cyclopropanecarboxylate